OCCCCCCCCCCCCCCCCCC(=O)OCC(CO)O 2,3-dihydroxypropan-1-yl 18-hydroxyoctadecanoate